N-allylacrylamide C(C=C)NC(C=C)=O